para-cresyl sulfate S(=O)(=O)(OC1=CC=C(C=C1)C)[O-]